5'-fluoro-[3,3'-bipyridin] FC=1C=C(C=NC1)C=1C=NC=CC1